tert-butyl 4-(3-bromo-5-fluoro-phenoxy)piperidine-1-carboxylate BrC=1C=C(OC2CCN(CC2)C(=O)OC(C)(C)C)C=C(C1)F